FC=1C=CC=C2C=C(NC(C12)=O)CCC(=O)N1CCN(CC1)C1=CC=C(C#N)C=C1 4-(4-(3-(8-fluoro-1-oxo-1,2-dihydroisoquinolin-3-yl)propionyl)piperazin-1-yl)benzonitrile